4-(Hexan-3-yl)piperidine CCC(CCC)C1CCNCC1